C(C)(C)(C)C=1C=CC=2N(C3=CC=C(C=C3C2C1)C(C)(C)C)C1=CC=C(C=O)C=C1 4-(3,6-di-tert-butyl-9H-carbazol-9-yl)benzaldehyde